1-(3-bromophenyl)-2-methyl-1H-imidazole BrC=1C=C(C=CC1)N1C(=NC=C1)C